2-[[4-[[Methyl-(1-methyl-piperidin-4-yl)-carbamoyl]-methyl]-6-(4-sulfamoyl-benzylamino)-2-pyrimidinyl]amino]-4-methyl-5-thiazolecarboxylic acid ethyl ester C(C)OC(=O)C1=C(N=C(S1)NC1=NC(=CC(=N1)CC(N(C1CCN(CC1)C)C)=O)NCC1=CC=C(C=C1)S(N)(=O)=O)C